COC(=O)OCC(COCCCCCCCCCCCCCCCCCC)OCCCCCCCCCCCCCCCCCC (2,3-dioctadecyloxypropoxy)carbonyl methyl ether